4-(isopropylamino)-2-(tetrahydro-2H-pyran-4-ylamino)pyrimidine-5-carboxamide C(C)(C)NC1=NC(=NC=C1C(=O)N)NC1CCOCC1